5-bromo-3-(4-fluorophenyl)-1-tosyl-1H-pyrrolo[2,3-b]pyridine BrC=1C=C2C(=NC1)N(C=C2C2=CC=C(C=C2)F)S(=O)(=O)C2=CC=C(C)C=C2